5,6-difluoro-3-isothiocyanato-1H-indole FC=1C=C2C(=CNC2=CC1F)N=C=S